Methyl N,N-dihydroxyethyl-3-aminoacrylate ON(C=C(C(=O)OC)CC)O